C(=O)C1=C(OC[C@@H]2N(CCC2)[C@H](C(=O)OC(C)(C)C)C(C)C)C=CC=C1 tert-butyl (S)-2-((R)-2-((2-formylphenoxy)methyl)pyrrolidin-1-yl)-3-methylbutanoate